CON=C1CN[C@@H](CCC1)CO (S)-7-(Hydroxymethyl)azepan-3-one O-methyl oxime